BrC=1C(=CC2=C(N(C(N2C2CCCC2)=O)C)C1)C(=O)OCC ethyl 6-bromo-3-cyclopentyl-1-methyl-2-oxo-benzimidazole-5-carboxylate